2-(4-(4-(Aminomethyl)-1-oxo-8-vinyl-1,2-dihydro-phthalazin-6-yl)-1-methyl-1H-pyrazol-5-yl)-4-chloro-6-cyclopropyloxy-3-fluorobenzonitrile NCC1=NNC(C2=C(C=C(C=C12)C=1C=NN(C1C1=C(C#N)C(=CC(=C1F)Cl)OC1CC1)C)C=C)=O